N-[3-(difluoromethyl)-1-(4-piperazin-1-ylcyclohexyl)pyrazol-4-yl]-5-[(1R,4R)-2-oxa-5-azabicyclo[2.2.1]heptan-5-yl]pyrazolo[1,5-a]pyrimidine-3-carboxamide FC(C1=NN(C=C1NC(=O)C=1C=NN2C1N=C(C=C2)N2[C@H]1CO[C@@H](C2)C1)C1CCC(CC1)N1CCNCC1)F